N-(4-fluoro-3-(trifluorometh-yl)phenyl)-5-(5-(5-(2-hydroxypropan-2-yl)-4,5-dihydroisoxazol-3-yl)-2-methoxybenzamido)-2-methylbenzo[d]thiazole-6-carboxamide FC1=C(C=C(C=C1)NC(=O)C1=CC2=C(N=C(S2)C)C=C1NC(C1=C(C=CC(=C1)C1=NOC(C1)C(C)(C)O)OC)=O)C(F)(F)F